C1(CC1)NC(NC1=CC=C(C2=CC=CC=C12)OC1=CC=NC2=CC(=C(C=C12)C(=O)N)OC)=O 4-((4-(3-Cyclopropylureido)naphthalen-1-yl)oxy)-7-methoxyquinoline-6-carboxamide